FC(C=1C=CC=C2C(=CC=NC12)N[C@@H]1CN(CC1)CC(=O)N1[C@@H](CCC1)C#N)(F)F (2S)-1-[2-[(3S)-3-[[8-(trifluoromethyl)-4-quinolinyl]amino]pyrrolidin-1-yl]acetyl]pyrrolidine-2-carbonitrile